tri-tert-butoxytitanium mono(ethylacetoacetate) C(C)CC(CC(=O)[O-])=O.C(C)(C)(C)O[Ti+](OC(C)(C)C)OC(C)(C)C